(E)-3-(3,4-Dihydroxyphenyl)-1-(2-fluorophenyl)prop-2-en-1-one OC=1C=C(C=CC1O)/C=C/C(=O)C1=C(C=CC=C1)F